dimethyl 2,2-dimethylmalonate CC(C(=O)OC)(C(=O)OC)C